N-lauroyl-dopamine C(CCCCCCCCCCC)(=O)NCCC1=CC(O)=C(O)C=C1